Racemic-3-(isoquinolin-4-yl)-1-(1-(methylsulfonyl)azetidin-3-yl)-2-oxoimidazoline-4-carbonitrile C1=NC=C(C2=CC=CC=C12)N1C(N(C[C@@H]1C#N)C1CN(C1)S(=O)(=O)C)=O |r|